2-amino-4,6-dimethyl-5-bromopyridine NC1=NC(=C(C(=C1)C)Br)C